2,4,6-triethylbenzoyl-diphenyl-phosphine oxide C(C)C1=C(C(=O)P(C2=CC=CC=C2)(C2=CC=CC=C2)=O)C(=CC(=C1)CC)CC